O=C1N(CC2=CC=CC=C2C12CCN(CC2)C2CCC(CC2)=C(C)C)CCNC(=N)N 1-(2-(3-oxo-1'-(4-(propan-2-ylidene)cyclohexyl)-1H-spiro[isoquinoline-4,4'-piperidin]-2(3H)-yl)ethyl)guanidine